[Si](C)(C)(C(C)(C)C)OCC1(CCN(CC1)C=1C(=NC=CC1)[N+](=O)[O-])NC(OC(C)(C)C)=O tert-butyl (4-(((tert-butyldimethylsilyl)oxy)methyl)-1-(2-nitropyridin-3-yl)piperidin-4-yl)carbamate